7-(benzyloxy)-4-methylphthalazin C(C1=CC=CC=C1)OC1=CC=C2C(=NN=CC2=C1)C